N-(1-(3-((2-(3-Chloro-1-(2-cyanoethyl)-1H-pyrazol-4-yl)pyrimidin-4-yl)amino)-5-isopropylisoquinolin-8-yl)azetidin-3-yl)-N-methyl-methanesulfonamide ClC1=NN(C=C1C1=NC=CC(=N1)NC=1N=CC2=C(C=CC(=C2C1)C(C)C)N1CC(C1)N(S(=O)(=O)C)C)CCC#N